2-chloro-4-fluoro-1H-benzo[d]imidazole ClC1=NC2=C(N1)C=CC=C2F